methyl (7S)-2-benzyl-3-[(1S,3S)-3-methoxycarbonylcyclohexyl]-7-methyl-8,9-dihydro-7H-imidazo[4,5-f]quinoline-6-carboxylate C(C1=CC=CC=C1)C=1N(C=2C(=C3CC[C@@H](N(C3=CC2)C(=O)OC)C)N1)[C@@H]1C[C@H](CCC1)C(=O)OC